pyridinium tetrafluoroborate salt F[B-](F)(F)F.[NH+]1=CC=CC=C1